Rac-trans-3-((3-methyl-4-oxo-8-(4-(trifluoromethyl)phenyl)-3,4-dihydropyrido[4,3-d]pyrimidin-5-yl)amino)cyclopentane-1-carboxylic acid CN1C=NC2=C(C1=O)C(=NC=C2C2=CC=C(C=C2)C(F)(F)F)N[C@@H]2C[C@H](CC2)C(=O)O |r|